tert-Butyl ((2-(((RS)-5-((tert-butoxycarbonyl)(4,4-difluorocyclohexyl)amino)-1-cyclopropylpentyl)oxy)-4-methylphenyl)sulfonyl)-L-prolinate C(C)(C)(C)OC(=O)N(CCCC[C@H](C1CC1)OC1=C(C=CC(=C1)C)S(=O)(=O)N1[C@@H](CCC1)C(=O)OC(C)(C)C)C1CCC(CC1)(F)F |&1:12|